C(#N)C=1C=CC(=NC1)N1CCN(CC1)C1=CC=C(C=C1)NC(C1=CC(=C(C=C1)OC)C)=O N-(4-(4-(5-Cyanopyridin-2-yl)piperazin-1-yl)phenyl)-4-methoxy-3-methylbenzamid